OC1(CC1)C[NH+](CC[C@@H](NC(=O)C=1SC2=NC=3CC[C@@H](CC3C=C2N1)C(C)(C)C)C=1C=NC(=CC1)NS(N(C)C)(=O)=O)C (1-hydroxycyclopropyl)methyl-methyl-[(3R)-3-[6-(dimethylsulfamoylamino)-3-pyridyl]-3-[[(7S)-7-tert-butyl-5,6,7,8-tetrahydrothiazolo[5,4-b]quinoline-2-carbonyl]amino]propyl]ammonium